N-(2-(chloromethyl)-5-chlorophenyl)-4-methylbenzenesulfonamide ClCC1=C(C=C(C=C1)Cl)NS(=O)(=O)C1=CC=C(C=C1)C